4-[[3-(2,3-Difluoro-4-methoxyphenyl)imidazo[1,2-a]pyrazin-8-yl]amino]-2-ethyl-N-[rac-(1S,3S)-3-aminocyclopentyl]benzamid FC1=C(C=CC(=C1F)OC)C1=CN=C2N1C=CN=C2NC2=CC(=C(C(=O)N[C@@H]1C[C@H](CC1)N)C=C2)CC |r|